ClC=1C=C(C=CC1F)[C@H](NC(=O)N1[C@@H](C(NCC1)=O)C)C=1C=CC=2N(C1)C=C(N2)C(F)(F)F (2R)-N-((S)-(3-chloro-4-fluorophenyl)(2-(trifluoromethyl)imidazo[1,2-a]pyridin-6-yl)methyl)-2-methyl-3-oxopiperazine-1-carboxamide